CC(C=CO)CCCCCCCCC 3-methyl-dodecenol